O1C=NC2=C1C=C(C=C2)CNC2CCC(CC2)(C)C N-(Benzo[d]oxazol-6-ylmethyl)-4,4-dimethylcyclohexan-1-amine